O=C1NC(CCC1N1C(C2=CC(=C(C=C2C1)CN1CCN(CC1)C1CCN(CC1)C=1C(=CC2=C(C(C=3NC4=CC(=CC=C4C3C2=O)C#N)(C)C)C1)CC)F)=O)=O 8-(4-(4-((2-(2,6-dioxopiperidin-3-yl)-6-fluoro-1-oxoisoindolin-5-yl)methyl)piperazin-1-yl)piperidin-1-yl)-9-ethyl-6,6-dimethyl-11-oxo-6,11-dihydro-5H-benzo[b]carbazole-3-carbonitrile